2-cyclopropyl-4-(hydroxymethyl)pyrazolo[1,5-a]pyridine-3-carboxylic acid C1(CC1)C1=NN2C(C(=CC=C2)CO)=C1C(=O)O